o-ketophenol O=C1C(C=CC=C1)O